CN1CC2C(C1)CN(C2)C2=CN=C1C(=N2)N2C(=C(C1=O)C(=O)OCC)SC1=C2C=CC=C1 Ethyl 2-(5-methylhexahydropyrrolo[3,4-c]pyrrol-2(1H)-yl)-5-oxo-5H-benzo[4',5']thiazolo[3',2':1,6]pyrido[2,3-b]pyrazine-6-carboxylate